C(C)OC(=O)[C@@]12CCC[C@H]2[C@@H]2CC[C@H]1C2.ClC2=CC=C(C=C2)C2CC(C2)C(=NO)N 3-(4-chlorophenyl)-N'-hydroxycyclobutaneformamidine (3aS,4S,7R,7aS)-ethyl-octahydro-1H-4,7-methanoindene-3a-carboxylate